C(C)(C)(C)C1=C(C(=CC(=C1)C)Cl)C=1C(=C(C=CC1)P(O)(O)O)C1=C(C=C(C=C1Cl)C)C(C)(C)C.P(OC1=CC=CC=C1)(O)O phenyl phosphite (bis(2-tert-butyl-4-methyl-6-chlorophenyl) phenyl phosphite)